ClC1=C(C=C(N=N1)C=1C=NC=NC1)[C@@H]1[C@H](C1)C#CC1=CC=CC=C1 5-(6-Chloro-5-((1S,2S)-2-(phenylethynyl)cyclopropyl)pyridazin-3-yl)pyrimidine